acenaphthylene-1(2H)-one C1(CC2=CC=CC3=CC=CC1=C23)=O